OC(CCCCCCCCCCC(=O)NCCNC(CCCCCCC)=O)CCCCCC 12-hydroxy-N-[2-[(1-oxooctyl)amino]ethyl]octadecanamide